C(C)(C)(C)OC(=O)N1CCC2(CC1)OC1=C([C@H]2N[S@](=O)C(C)(C)C)C=CC=C1 (3R)-3-{[(R)-2-methylpropan-2-sulfinyl]amino}-3H-spiro[1-benzofuran-2,4'-piperidine]-1'-carboxylic acid tert-butyl ester